COC1=NC2=C(N1C(=O)NCCCOC(F)(F)F)C=C(C=C2)N2CCOCC2 Methoxy-6-morpholino-N-(3-(trifluoromethoxy)propyl)-1H-benzo[d]imidazole-1-carboxamide